FC=1C=C(CN2C(=NC3=C2C=CC=C3)C3CCN(CC3)C(=O)C3=C2C(=NC=C3)N(C=C2)CC=2C=NC=C(C2)F)C=CC1 (4-(1-(3-fluorobenzyl)-1H-benzo[d]imidazol-2-yl)piperidin-1-yl)(1-((5-fluoropyridin-3-yl)methyl)-1H-pyrrolo[2,3-b]pyridin-4-yl)methanone